OC1(CCC(CC1)N1CCC2N(CCC21)C(CNC(C2=CC(=CC=C2)C(F)(F)F)=O)=O)C2=NC=C(C=C2)N2C[C@](CC2)(C)O N-(2-(4-((1R,4r)-4-hydroxy-4-(5-((R)-3-hydroxy-3-methylpyrrolidin-1-yl)pyridin-2-yl)cyclohexyl)hexahydropyrrolo[3,2-b]pyrrol-1(2H)-yl)-2-oxoethyl)-3-(trifluoromethyl)benzamide